N-AcetylCitrulline C(C)(=O)N[C@@H](CCCNC(=O)N)C(=O)O